CO[C@@H]1CN(CC1)CC1=CC(=NC=C1)NC=1SC2=C(N1)C=CC(=C2)C2=CC=NC=C2 (S)-N-(4-((3-methoxy-pyrrolidin-1-yl)methyl)-pyridin-2-yl)-6-(pyridin-4-yl)benzo[d]thiazol-2-amine